NN1C(N(C(C=C1C(F)(F)F)=O)C1=C(C=C(C(=C1)SC(C1=CC=CC=C1)(C1=CC=CC=C1)C1=CC=CC=C1)Cl)F)=O 1-amino-3-[4-chloro-2-fluoro-5-(tritylsulfanyl)phenyl]-6-(trifluoromethyl)pyrimidine-2,4(1H,3H)-dione